N-(8-(methylamino)-5-((4-(N-methylsulfamoyl)phenyl)ethynyl)-2,7-naphthyridin-3-yl)cyclopropanecarboxamide CNC=1N=CC(=C2C=C(N=CC12)NC(=O)C1CC1)C#CC1=CC=C(C=C1)S(NC)(=O)=O